BrC1=C(C=CC=C1)SC1=C(C(=CC=C1)F)C1OCCO1 2-(2-((2-bromophenyl)thio)-6-fluorophenyl)-1,3-dioxolane